5-(4-hydroxy-3,5-dimethoxybenzyl)-2-thioxodihydropyrimidine-4,6(1H,5H)-dione OC1=C(C=C(CC2C(NC(NC2=O)=S)=O)C=C1OC)OC